((2-(6-(4-(2-fluorobenzyl)-4H-1,2,4-triazol-3-yl)pyridin-2-yl)-6-(isopropyl(methyl) Amino)-1-oxo-2,3-dihydro-1H-pyrrolo[3,4-c]pyridin-4-yl)methyl)(methyl)carbamate FC1=C(CN2C(=NN=C2)C2=CC=CC(=N2)N2CC=3C(=NC(=CC3C2=O)N(C)C(C)C)COC(NC)=O)C=CC=C1